C1(CCCO1)=[Se] gamma-selenobutyrolactone